8-[3-(4-hydroxy-5-methyl-2-propyl-pyrazol-3-yl)-1H-1,2,4-triazol-5-yl]-3-methyl-pyrrolo[1,2-a]pyrazine-6-carboxamide OC1=C(N(N=C1C)CCC)C1=NNC(=N1)C=1C=C(N2C1C=NC(=C2)C)C(=O)N